ethyl 2-[4-[4-[2-[1-(6,7-dihydro-5H-pyrrolo[1,2-c]imidazol-1-yl)-2-oxo-2-(thiazol-2-ylamino) ethyl]-7-fluoro-3-oxo-isoindol-5-yl] phenoxy]-1-piperidinyl]-2-oxo-acetate C1(=C2N(C=N1)CCC2)C(C(NC=2SC=CN2)=O)N2CC1=C(C=C(C=C1C2=O)C2=CC=C(OC1CCN(CC1)C(C(=O)OCC)=O)C=C2)F